C1(CC1)C(=O)OC1=CC(=CC(=C1)C=1N(N=C2C(N(CCC21)C(C2=C(C(=CC=C2)OC)Cl)=O)C)C)Cl 1-[3-chloro-5-[6-(2-chloro-3-methoxy-benzoyl)-2,7-dimethyl-5,7-dihydro-4H-pyrazolo[3,4-c]pyridin-3-yl] phenyl] cyclopropanecarboxylate